N-(4,4-Difluorocyclohexyl)-4-[(1S)-1-{[8-(2,2-dimethyl-propyl)-7-oxo-pyrido[2,3-d]pyrimidin-2-yl]amino}ethyl]benzamid FC1(CCC(CC1)NC(C1=CC=C(C=C1)[C@H](C)NC=1N=CC2=C(N1)N(C(C=C2)=O)CC(C)(C)C)=O)F